C1(CCC1)N1C(=CC=2N=NC(=CC21)C2=C(C=CC=C2)O)C2CC1(CN(C1)C1=NOC(=C1)C(C(=O)O)C(C)C)C2 2-(3-{6-[5-cyclobutyl-3-(2-hydroxyphenyl)pyrrolo[3,2-c]pyridazin-6-yl]-2-azaspiro[3.3]heptan-2-yl}-1,2-oxazol-5-yl)-3-methylbutanoic acid